N-(3-bromophenyl)-2-((2-chloro-1-ethyl-1H-indol-3-yl)methylene)hydrazine-1-carboxamide BrC=1C=C(C=CC1)NC(=O)NN=CC1=C(N(C2=CC=CC=C12)CC)Cl